C(=O)(OC(C)(C)C)N[C@@H](CC1=CC=C(C=C1)C(C)=O)C(=O)O N-Boc-4-acetylphenylalanine